FC(N1N=C(C(=C1)N1C=C(C=2C1=NC=C(C2)C=2C(=NOC2C)C)C2=C(C=C(C(=O)O)C=C2)OC(F)(F)F)C)F 4-(1-(1-(difluoromethyl)-3-methyl-1H-pyrazol-4-yl)-5-(3,5-dimethylisoxazol-4-yl)-1H-pyrrolo[2,3-b]pyridin-3-yl)-3-(trifluoromethoxy)benzoic acid